4-((S)-2-((S)-2-(6-(2,5-dioxo-2,5-dihydro-1H-pyrrol-1-yl)hexanamido)-3-methylbutanamido)propanamido)pentanoic acid O=C1N(C(C=C1)=O)CCCCCC(=O)N[C@H](C(=O)N[C@H](C(=O)NC(CCC(=O)O)C)C)C(C)C